trans-3-[(3-chloro-4-fluorobenzyl)oxy]-N-[3-(4-ethyl-5-fluoro-6-oxo-1,6-dihydropyrimidin-2-yl)-2-fluoro-4-(trifluoromethyl)benzyl]cyclobutane-1-carboxamide ClC=1C=C(CO[C@@H]2C[C@H](C2)C(=O)NCC2=C(C(=C(C=C2)C(F)(F)F)C=2NC(C(=C(N2)CC)F)=O)F)C=CC1F